CNC(=O)COC1CCN(CC1)C(=O)OC(C)(C)C tert-butyl 4-[(methylcarbamoyl)methoxy]piperidine-1-carboxylate